[Ni].[Zn].[Ni].C(C)N(C(C(C)OC1=CC=CC2=CC=CC=C12)=O)CC N,N-diethyl-2-(naphthalen-1-yloxy)propionamide nickel-zinc-nickel